CC1(CC(C1)=O)C 3,3-dimethyl-cyclobutanone